(biphenylyl)(dimethylbenzothienopyridine) C1(=C(C=CC=C1)C1=C(C(=NC2=C1SC1=C2C=CC=C1)C)C)C1=CC=CC=C1